(R)-1-(4-bromo-5-methoxypyridin-2-yl)-N-ethylethan-1-amine hydrochloride Cl.BrC1=CC(=NC=C1OC)[C@@H](C)NCC